5-(methylamino)-1-methylpyridin-2(1H)-one CNC=1C=CC(N(C1)C)=O